(6-bromo-7-chloroisoquinolin-3-yl)cyclopropanecarboxamide BrC=1C=C2C=C(N=CC2=CC1Cl)C1(CC1)C(=O)N